FC1=C(C(=CC=C1)OC=1C(=NC2=C(C=CC=C2C1)F)C)C(C)(C)O 2-{2-fluoro-6-[(8-fluoro-2-methylquinolin-3-yl)oxy]Phenyl}propan-2-ol